N-[4-[(6,7-dimethoxy-1,5-naphthyridin-4-yl)oxy]-3-fluorophenyl]-5-(5-fluoropyridin-2-yl)-4-hydroxy-2-(methoxymethyl)-6-methylpyridine-3-carboxamide COC=1N=C2C(=CC=NC2=CC1OC)OC1=C(C=C(C=C1)NC(=O)C=1C(=NC(=C(C1O)C1=NC=C(C=C1)F)C)COC)F